1,1,1,2,2,3-hexachloro-3-fluoropropane ClC(C(C(F)Cl)(Cl)Cl)(Cl)Cl